1,2-dioxirane O1OC1